N-[(2S)-1-ethyl-2-methylpiperidin-4-yl]-N-methyl-2-(1-phenyl-1H-pyrazol-4-yl)-1,3-thiazole-4-carboxamide C(C)N1[C@H](CC(CC1)N(C(=O)C=1N=C(SC1)C=1C=NN(C1)C1=CC=CC=C1)C)C